OC1=C(C(=O)O)C=C(C=C1C(=O)NC1=CC(=CC=C1)C=1C=NN(C1)O)O 2,5-dihydroxy-3-(3-(1-hydroxy-1H-pyrazol-4-yl)phenylaminocarbonyl)benzoic acid